FC1=CC(=C(C=C1C=1C=NC(=NC1)N1C[C@H](O[C@H](C1)C)C)NC(=O)C1=CNC(C=C1C(F)(F)F)=O)N1C[C@H](N(CC1)C)C |r| N-[4-fluoro-5-[2-[rac-(2R,6S)-2,6-dimethylmorpholin-4-yl]pyrimidin-5-yl]-2-[rac-(3R)-3,4-dimethylpiperazin-1-yl]phenyl]-6-oxo-4-(trifluoromethyl)-1H-pyridine-3-carboxamide